COC1=C2C(NC(=NC2=CC(=C1)OC)C1=CC(=C(C=C1)OC)CN1CCOCC1)=O 5,7-dimethoxy-2-(4-methoxy-3-(morpholinomethyl)phenyl)quinazolin-4(3H)-one